C(C=C)CCC(=O)Cl Allyl-Propionoyl Chloride